N-(4-methyl-3-(pyridin-2-yl)phenyl)bicyclo[2.2.1]heptane-7-carboxamide CC1=C(C=C(C=C1)NC(=O)C1C2CCC1CC2)C2=NC=CC=C2